C(C)OC(=O)C=1OC2=C(C1C)C=C(C=C2)S(NCCC2=CC1=CC=CC=C1C=C2)(=O)=O 3-methyl-5-(N-(2-(naphthalen-2-yl)ethyl)sulfamoyl)benzofuran-2-carboxylic acid ethyl ester